CC1(C=C(CC1)C=1C=2N(N=C(C1)N1C(NC(C=C1)=O)=O)C=CN2)C (8-(3,3-dimethylcyclopent-1-en-1-yl)imidazo[1,2-b]pyridazin-6-yl)pyrimidine-2,4(1H,3H)-dione